CN1N=C2C(=C1)NC(N2C=2C=NC(=NC2)OC2=CC=CC1=C2C2(CC2)CO1)=O 2-methyl-6-(2-spiro[2H-benzofuran-3,1'-cyclopropan]-4-yloxypyrimidin-5-yl)-4H-imidazo[4,5-c]pyrazol-5-one